[Cl-].C1(CCCCC1)[N+](CC)(CC)CC cyclohexyltriethyl-ammonium chloride